ClC=1C=C2C=NN(C2=CC1C=O)C1OCCCC1 5-chloro-1-(tetrahydro-2H-pyran-2-yl)-1H-indazole-6-carboxaldehyde